2-[[((2-pyridyl)methyl)hydroxyphosphinyl]oxy]pentanedioic acid N1=C(C=CC=C1)CP(=O)(OC(C(=O)O)CCC(=O)O)O